FC1=C(CN2C=NN(C2=O)C2=CC(=C(OC=3SC=C(N3)C=O)C=C2)F)C(=CC=C1)F (4-(4-(2,6-difluorobenzyl)-5-oxo-4,5-dihydro-1H-1,2,4-triazol-1-yl)-2-fluorophenoxy)thiazole-4-carbaldehyde